COC1CCC(CC1)NC1=NC=C(C(=N1)NC1C(CC1)C)C(=O)N 2-((1r,4r)-4-methoxycyclohexylamino)-4-(2-methylcyclobutylamino)pyrimidine-5-carboxamide